[4-(2-methoxyphenyl)-1-piperazinyl]carbonyl-1(2H)-phthalazinone COC1=C(C=CC=C1)N1CCN(CC1)C(=O)N1C(C2=CC=CC=C2C=N1)=O